4-amino-N-t-butylbenzamide NC1=CC=C(C(=O)NC(C)(C)C)C=C1